tert-Butyl N-[4-[4-methyl-5-[[3-(trifluoromethyl)phenoxy]methyl]-1,2,4-triazol-3-yl]phenyl]carbamate CN1C(=NN=C1COC1=CC(=CC=C1)C(F)(F)F)C1=CC=C(C=C1)NC(OC(C)(C)C)=O